NC=1N=C(SC1C(=O)C1=CC(=NO1)C(=O)NC1(CCC1)C)N(C1=CC=C(C=C1)F)[C@@H](C(=O)N)C |r| rac-5-[4-amino-2-(N-(2-amino-1-methyl-2-oxoethyl)-4-fluoro-anilino)thiazole-5-carbonyl]-N-(1-methylcyclobutyl)isoxazole-3-carboxamide